NC(C(C)(O)C)C1=CC=C(C=C1)OC([2H])([2H])C12CCC(CC1)CC2 1-amino-1-(4-(bicyclo[2.2.2]oct-1-ylmethoxy-d2)phenyl)-2-methylpropan-2-ol